CS(=O)(=O)C1=CC=C(OC[C@@H]2CN(C[C@H]2C)CCC=2C=C(C#N)C=C(C2)C)C=C1 3-{2-[(3S,4S)-3-[(4-methanesulfonylphenoxy)methyl]-4-methylpyrrolidin-1-yl]ethyl}-5-methylbenzonitrile